ClC1=NC=CC2=C1C=NN2C 4-chloro-1-methyl-1H-pyrazolo[4,3-c]pyridine